2-(3-((benzyloxy)methyl)isoxazol-5-yl)ethan-1-ol C(C1=CC=CC=C1)OCC1=NOC(=C1)CCO